C1=2C3=NC4=CC=CC=C4N3C(C3=CC=C4C5=NC6=CC=CC=C6N5C(C(C=C1)=C4C23)=O)=O 3,10,17,24-tetrazaoctacyclo[13.13.2.02,10.04,9.012,29.016,24.018,23.026,30]triaconta-1(29),2,4,6,8,12,14,16,18,20,22,26(30),27-tridecaene-11,25-dione